C1=C2C=3C=CC=CC3N3C2=C(C=C1)C1=CC=CC=C13 Indolo-[3,2,1-jk]carbazol